OC1(CN(C1)C(=O)N)CC(C)(C)C 3-hydroxy-3-neopentylazetidine-1-carboxamide